COC(=O)C1C2(C(C2CN1)(C)C)C(C)=O 1-acetyl-6,6-dimethyl-3-azabicyclo[3.1.0]Hexane-2-carboxylic acid methyl ester